C1(CCCCC1)[C@@H](C(=O)NC1=NC=C(C=C1)C=1C(=NOC1C)C)NC(=O)C1=CC=C2N1CCN(C2)C(=O)OC(C)(C)C tert-butyl (S)-6-((1-cyclohexyl-2-((5-(3,5-dimethylisoxazol-4-yl)pyridin-2-yl)amino)-2-oxoethyl)carbamoyl)-3,4-dihydropyrrolo[1,2-a]pyrazine-2(1H)-carboxylate